6-[4-[[2-(5-Hydroxypyridin-3-yl)phenyl]methyl]piperazin-1-yl]-N-propylpyridazine-3-carboxamide OC=1C=C(C=NC1)C1=C(C=CC=C1)CN1CCN(CC1)C1=CC=C(N=N1)C(=O)NCCC